O=S1(CCC(CC1)NC1=C2C=C(N(C2=CC=C1)CC(F)(F)F)C1=CC=C(C(=O)NC)C=C1)=O 4-{4-[(1,1-dioxo-1λ6-thian-4-yl)amino]-1-(2,2,2-trifluoroethyl)-1H-indol-2-yl}-N-methylbenzamide